ClC1=C2N=CN(C2=NC(=N1)N)CC1=CC=C(C=C1)[N+](=O)[O-] 6-chloro-9-[(4-nitrophenyl)methyl]Purine-2-amine